OC(CC=1NC(NC1)=O)CNC1=C(C=C(C=C1C)C)C 4-[2-hydroxy-3-(2,4,6-trimethylphenylamino)propyl]-1,3-dihydroimidazol-2-one